4,5-dihydro-3H-benzazepine N1=CCCCC2=C1C=CC=C2